ClC=1C=CC(=C(C1)C1=CC(=C(N=N1)CO)NCC1=C(C=C(C=C1)OC)OC)F (6-(5-chloro-2-fluorophenyl)-4-((2,4-dimethoxybenzyl)amino)pyridazin-3-yl)methanol